ClC=1C(=C(C=CC1F)C(N[S@](=O)C(C)(C)C)C=1C=NC(=CC1)C(F)(F)F)F (R)-N-((3-chloro-2,4-difluorophenyl)(6-(trifluoromethyl)pyridin-3-yl)methyl)-2-methylpropan-2-sulfinamide